CC1=CC=C(C=C1)C1=C(C(=NN1C1=CC=CC=C1)C(F)F)C#N 5-(4-methylphenyl)-1-phenyl-3-difluoromethyl-1H-pyrazole-4-carbonitrile